2,5-dimethyl-2,5-bis(2-ethylhexanoyl)hexane CC(C)(CCC(C)(C(C(CCCC)CC)=O)C)C(C(CCCC)CC)=O